ClC1=CC2=C(N(C(N=C2N2[C@H](CN(C[C@H]2C)C(C=C)=O)C)=O)C=2C(=NC=CC2C)C(C)C)N=C1C1=C(C=CC=C1O)F (M)-6-chloro-4-(cis-2,6-dimethyl-4-(2-propenoyl)-1-piperazinyl)-7-(2-fluoro-6-hydroxyphenyl)-1-(4-methyl-2-(2-propanyl)-3-pyridinyl)pyrido[2,3-d]pyrimidin-2(1H)-one